COC[C@@H]1N2C3=C(N=C(N=C3N(C1)C)NCC=1C=NN(C1)CC=1C=NC(=CC1)C(F)(F)F)C=C2C (R)-6-(methoxymethyl)-4,8-dimethyl-N-((1-((6-(trifluoromethyl)pyridin-3-yl)methyl)-1H-Pyrazol-4-yl)methyl)-5,6-dihydro-4H-pyrrolo[3,2,1-de]pteridine-2-amine